N-(6-tert-butyl-1-isopropyl-pyrazolo[3,4-b]pyridin-3-yl)benzenesulfonamide C(C)(C)(C)C1=CC=C2C(=N1)N(N=C2NS(=O)(=O)C2=CC=CC=C2)C(C)C